2-[3-(hydroxymethyl)-1-{3-[1-oxo-4-(trifluoromethyl)-2,3-dihydro-1H-isoindol-2-yl]phenyl}cyclobutyl]-acetohydrazide OCC1CC(C1)(C1=CC(=CC=C1)N1C(C2=CC=CC(=C2C1)C(F)(F)F)=O)CC(=O)NN